O=C1CC[C@H](N1)CNC(=O)C(=O)N (((S)-5-oxopyrrolidin-2-yl)methyl)oxamide